ClC=1C=C(C=CC1C(F)(F)F)NC=1C(C(C1NCC1=CC(=C(C=C1)C1=NOC(=N1)C(F)(F)F)F)=O)=O 3-((3-chloro-4-(trifluoromethyl)phenyl)amino)-4-((3-fluoro-4-(5-(trifluoromethyl)-1,2,4-oxadiazol-3-yl)benzyl)amino)cyclobut-3-ene-1,2-dione